ClC1=C(C(=O)N[C@@H]2[C@@H](CN(CC2)C2=NC=C(C=C2)C=2C3=C(N=CN2)NC(=C3)C=3C=NN(C3)C)O)C(=CC=C1)F 2-chloro-6-fluoro-N-((3R,4S)-3-hydroxy-1-(5-(6-(1-methyl-1H-pyrazol-4-yl)-7H-pyrrolo[2,3-d]pyrimidin-4-yl)pyridin-2-yl)piperidin-4-yl)benzamide